COC1=CC=C(N)C=C1 p-methoxyaniline